trans-2-hexadecenoic acid C(\C=C\CCCCCCCCCCCCC)(=O)O